5-bromo-2-(methylthio)pyrimidine-4-carboxylic acid BrC=1C(=NC(=NC1)SC)C(=O)O